N[C@@H](CC1=CC(=CC(=C1)F)F)C1=NC2=CC(=CC=C2C(N1C=1C=CC(=C2C(=NN(C12)C)N(S(=O)(=O)C)CC1=CC=C(C=C1)OC)Cl)=O)F (S)-N-(7-(2-(1-amino-2-(3,5-difluorophenyl)ethyl)-7-fluoro-4-oxoquinazolin-3(4H)-yl)-4-chloro-1-methyl-1H-indazol-3-yl)-N-(4-methoxybenzyl)methanesulfonamide